1-isopropyl-N-((5-(2-methoxypyridin-4-yl)-2,3-dihydro-1H-inden-4-yl)carbamoyl)-1H-pyrazole-3-sulfonamide C(C)(C)N1N=C(C=C1)S(=O)(=O)NC(NC1=C2CCCC2=CC=C1C1=CC(=NC=C1)OC)=O